C(C)OC1=C(C(N(C=C1)C1=CC=C(C=C1)F)=O)C(=O)NC1=CC(=C(C=C1)OC1=C2C(=NC=C1)C=C(S2)C2=NC=C(C=C2)CN(C)CCOC)F 4-Ethoxy-N-(3-fluoro-4-{[2-(5-{[(2-methoxyethyl)(methyl)amino]methyl}pyridin-2-yl)thieno[3,2-b]pyridin-7-yl]oxy}phenyl)-1-(4-fluorophenyl)-2-oxo-1,2-dihydropyridine-3-carboxamide